4-(4-(4-methoxyphenoxy)-1H-pyrazol-3-yl)benzene-1,3-diol COC1=CC=C(OC=2C(=NNC2)C2=C(C=C(C=C2)O)O)C=C1